[Bi].[Er].[Tb] terbium erbium bismuth